3-(5-(((1R,2R)-2-(ethyl(2-fluoroethyl)amino)cyclopentyl)oxy)-1-oxoisoindolin-2-yl)piperidine-2,6-dione C(C)N([C@H]1[C@@H](CCC1)OC=1C=C2CN(C(C2=CC1)=O)C1C(NC(CC1)=O)=O)CCF